BrC=1C(N(C(NC1C(C(=O)O)(C)C(=O)O)=O)C(CC)C)=O [5-Bromo-3-(1-methylpropyl)-2,4(1H,3H)-pyrimidinedione-6-yl]-2-carboxylpropanoic Acid